NC1=C(C=C(C=N1)C1=C(C=C(C=C1)C(=O)N1C(CNCC1)(C)C)F)OC(C)C1=C(C(=CC=C1Cl)F)Cl (4-{6-amino-5-[1-(2,6-dichloro-3-fluoro-phenyl)-ethoxy]-pyridin-3-yl}-3-fluoro-phenyl)-(dimethyl-piperazin-1-yl)-methanone